CS(=O)(=O)CCCOC1=NC=CC(=C1)C(F)(F)F (3-Methanesulfonyl-propoxy)-4-trifluoromethyl-pyridine